FC1(OC2=C(O1)C=CC(=C2)[C@@H](C)OC2=NC=CC(=C2)N2N=C(C=1CCCC(C21)OC21CC(C2)(C1)C(=O)O)C(F)(F)F)F 3-((1-(2-((R)-1-(2,2-difluorobenzo[d][1,3]dioxol-5-yl)ethoxy)pyridin-4-yl)-3-(trifluoromethyl)-4,5,6,7-tetrahydro-1H-indazol-7-yl)oxy)bicyclo[1.1.1]pentane-1-carboxylic acid